tert-Butyl (S)-4-(7-(5-cyanothiazol-2-yl)-5-iodo-7H-pyrrolo[2,3-d]pyrimidin-4-yl)-3-methylpiperazine-1-carboxylate C(#N)C1=CN=C(S1)N1C=C(C2=C1N=CN=C2N2[C@H](CN(CC2)C(=O)OC(C)(C)C)C)I